C1OC=CC2=CC=CC=C12 1H-Isochromen